CC1=C(OC(C(=O)OCC)(C)C)C(=CC(=C1)CN1N=C(N(C1=O)C1=CC=C(C=C1)C(F)(F)F)C)C Ethyl 2-(2,6-dimethyl-4-((3-methyl-5-oxo-4-(4-(trifluoromethyl)phenyl)-4,5-dihydro-1H-1,2,4-triazol-1-yl)-methyl)phenoxy)-2-methylpropionate